(S)-N-(1-(3,4-dichlorophenyl)-3-(dimethylamino)propan-2-yl)-4-(trifluoromethoxy)benzenesulfonamide ClC=1C=C(C=CC1Cl)C[C@@H](CN(C)C)NS(=O)(=O)C1=CC=C(C=C1)OC(F)(F)F